FC1=C(OCCC2=CC=C(C=C2)NC(OC(C)(C)C)=O)C=CC(=C1C=O)C tert-Butyl (4-(2-(2-fluoro-3-formyl-4-methylphenoxy)ethyl)phenyl)carbamate